C1(CC1)COC(C1=NN=C2N1C=C(N=C2)C=2C=NC(=C(C2)F)OCC(F)(F)F)(F)F 3-[cyclopropylmethoxy(difluoro)methyl]-6-[5-fluoro-6-(2,2,2-trifluoroethoxy)-3-pyridyl]-[1,2,4]triazolo[4,3-a]pyrazine